8-Fluoroquinoxaline-6-carbaldehyde FC=1C=C(C=C2N=CC=NC12)C=O